(2-Cyclobutylpropan-2-yl)[(2-{6-cyclopropyl-4-[4-fluoro-2-(4-methyl-1,2,4-triazol-3-yl)phenyl]pyridin-2-yl}-6,7-difluoro-1,3-benzoxazol-5-yl)methyl]amine C1(CCC1)C(C)(C)NCC=1C(=C(C2=C(N=C(O2)C2=NC(=CC(=C2)C2=C(C=C(C=C2)F)C2=NN=CN2C)C2CC2)C1)F)F